NC1=C(C(=NN1C(C)C)C1=CC=C(C=C1)CC(=O)NC1=NOC(=C1)C1CC1)C(=O)N 5-Amino-3-(4-(2-((5-cyclopropylisoxazol-3-yl)amino)-2-oxoethyl)phenyl)-1-isopropyl-1H-pyrazole-4-carboxamide